5-(3-methoxyphenoxy)carbonylamino-3-(1-isopropyl-1,2,3,6-tetrahydropyridin-4-yl)-1H-indole COC=1C=C(OC(=O)NC=2C=C3C(=CNC3=CC2)C=2CCN(CC2)C(C)C)C=CC1